alpha-butenoic acid C(C=CC)(=O)O